N-(4-(3-amino-1H-indazol-5-yl)pyridin-2-yl)-2-(4-fluorophenyl)acetamide NC1=NNC2=CC=C(C=C12)C1=CC(=NC=C1)NC(CC1=CC=C(C=C1)F)=O